C(C)(C)(C)C(CNC([O-])=O)OC1=NC(=C2N=C(N(C2=N1)CC1=CC(=CC=C1)CP(=O)(OC)O)OC)N (tert-butyl 2-((6-amino-9-(3-((hydroxy(methoxy)phosphoryl)methyl)benzyl)-8-methoxy-9H-purin-2-yl)oxy)ethyl)carbamate